3-(6-((4-(4-((5-chloro-4-((2-(isopropylsulfonyl)phenyl)amino)pyrimidin-2-yl)amino)-5-isopropoxy-2-methylphenyl)piperidin-1-yl)methyl)pyridin-3-yl)piperidine-2,6-dione ClC=1C(=NC(=NC1)NC1=CC(=C(C=C1OC(C)C)C1CCN(CC1)CC1=CC=C(C=N1)C1C(NC(CC1)=O)=O)C)NC1=C(C=CC=C1)S(=O)(=O)C(C)C